1,3,5-tris(N-carbazolyl)benzene C1=CC=CC=2C3=CC=CC=C3N(C12)C1=CC(=CC(=C1)N1C2=CC=CC=C2C=2C=CC=CC12)N1C2=CC=CC=C2C=2C=CC=CC12